ClCC=1N=NN(C1)CCS(=O)(=O)C 4-(chloromethyl)-1-(2-methylsulfonylethyl)-triazole